C1(CC1)C([C@@H](C=1OC2=C(N1)C=C(C=C2)[C@@H](COC)N2C(N[C@@H](C2)C(F)(F)F)=O)NC(OC(C)(C)C)=O)C2CC2 tert-butyl ((S)-2,2-dicyclopropyl-1-(5-((S)-2-methoxy-1-((S)-2-oxo-4-(trifluoromethyl)-imidazolidin-1-yl)ethyl)benzo[d]oxazol-2-yl)ethyl)carbamate